7-(dimethoxymethyl)-2-azaspiro[3.5]nonane COC(C1CCC2(CNC2)CC1)OC